BrC=1C=CC=2N(C1)C(=C(N2)NCC2=NC=C(C=C2C(=O)O)C(F)(F)F)S(=O)(=O)CC 2-[[(6-bromo-3-ethylsulfonyl-imidazo[1,2-a]pyridin-2-yl)amino]methyl]-5-(trifluoromethyl)pyridine-3-carboxylic acid